Cl.C(C)ON ethyl-Oxyamine hydrochloride